O.SC1=C2NC=NC2=NC=N1 6-Mercaptopurine monohydrate